1-(3-hydroxypropyl)piperidin-1-ium OCCC[NH+]1CCCCC1